Methyl 5-chloro-3-methyl-2-((pyrazolo[1,5-a]pyrimidine-3-carboxamido)methyl)benzofuran-7-carboxylate ClC=1C=C(C2=C(C(=C(O2)CNC(=O)C=2C=NN3C2N=CC=C3)C)C1)C(=O)OC